(2r,6s)-4-[8-({8-fluoro-2-methylimidazo[1,2-a]pyridin-6-yl}carbamoyl)-2,3-dimethylquinoxalin-5-yl]-2,6-dimethylpiperazine-1-carboxylic acid tert-butyl ester C(C)(C)(C)OC(=O)N1[C@@H](CN(C[C@@H]1C)C1=C2N=C(C(=NC2=C(C=C1)C(NC=1C=C(C=2N(C1)C=C(N2)C)F)=O)C)C)C